C(CCC)[NH+]1CC(CC(C1)C)C 1-butyl-3,5-dimethylpiperidinium